5-(1,3-dioxolan-2-yl)-2-(1-isopropyl-1H-pyrazol-4-yl)pyridine O1C(OCC1)C=1C=CC(=NC1)C=1C=NN(C1)C(C)C